N-(2-((2,2,2-trifluoroethyl)amino)pyrimidin-5-yl)-5,6-dihydrobenzo[f]imidazo[1,5-d][1,4]oxazepine-10-carboxamide FC(CNC1=NC=C(C=N1)NC(=O)C=1C=CC2=C(C=3N(CCO2)C=NC3)C1)(F)F